N-((R)-1-(4-((dimethylamino)methyl)phenyl)-2,2,2-trifluoroethyl)-2-(2,6-dioxopiperidin-3-yl)-4-fluoro-1-oxoisoindoline-5-carboxamide CN(C)CC1=CC=C(C=C1)[C@H](C(F)(F)F)NC(=O)C=1C(=C2CN(C(C2=CC1)=O)C1C(NC(CC1)=O)=O)F